The molecule is an organic cation obtained by protonation of the tertiary amino group of ivabradine. It is an ammonium ion derivative and an organic cation. It is a conjugate acid of an ivabradine. C[NH+](CCCN1CCC2=CC(=C(C=C2CC1=O)OC)OC)C[C@H]3CC4=CC(=C(C=C34)OC)OC